2-methyl-5-(3-cyanophenyl)-N-(3-(3,3,3-trifluoro-2-hydroxy-2-methylpropyl)-1,2,4-thiadiazol-5-yl)furan-3-carboxamide CC=1OC(=CC1C(=O)NC1=NC(=NS1)CC(C(F)(F)F)(C)O)C1=CC(=CC=C1)C#N